C(#N)/C(/C(=O)N[C@H](C)C1=CC(=C(C=C1)OC)OC)=C\C1=CNC2=NC=CC(=C21)C2=CC=C(C=C2)CN(C)C (R,E)-2-cyano-N-(1-(3,4-dimethoxyphenyl)ethyl)-3-(4-(4-((dimethylamino)methyl)phenyl)-1H-pyrrolo[2,3-b]pyridin-3-yl)acrylamide